4-[[(5Z)-5-[[4-[(E)-3-(4-Bromophenyl)-3-oxoprop-1-enyl]phenyl]methylidene]-2,4-dioxo-1,3-thiazolidin-3-yl]methyl]benzoic acid BrC1=CC=C(C=C1)C(/C=C/C1=CC=C(C=C1)\C=C/1\C(N(C(S1)=O)CC1=CC=C(C(=O)O)C=C1)=O)=O